5-(3-((1-acetylazetidin-3-yl)ethynyl)-2-fluoro-6-hydroxyphenyl)-1,2,5-thiadiazolidin-3-one 1,1-dioxide C(C)(=O)N1CC(C1)C#CC=1C(=C(C(=CC1)O)N1CC(NS1(=O)=O)=O)F